BrC1=C(CCC(C1)(C)C)C(=O)O 2-bromo-4,4-dimethylcyclohex-1-en-1-carboxylic acid